N,N-di-methylethanolamine CN(CCO)C